FC=1C=C(C=C(C1C)F)C=1N=NN(C1)[C@@H]1[C@H]([C@@H](O[C@H]2[C@@H]1OC(OC2)(C)C)C(=O)O)O (4aR,6R,7R,8R,8aR)-8-(4-(3,5-difluoro-4-methylphenyl)-1H-1,2,3-triazol-1-yl)-7-hydroxy-2,2-dimethyl-hexahydropyrano[3,2-d][1,3]dioxine-6-carboxylic acid